N-(5-(((2S,4R)-4-((5-fluoropyrimidin-2-yl)oxy)-2-methylpyrrolidin-1-yl)methyl)thiazol-2-yl)acetamide FC=1C=NC(=NC1)O[C@@H]1C[C@@H](N(C1)CC1=CN=C(S1)NC(C)=O)C